C(C)OC(=O)C=1C(C(=C2N([C@@H](CC=3C=C(C(=NC23)Cl)OCCCOC)C(C)(C)C)C1)OCC1=CC=CC=C1)=O (S)-11-(benzyloxy)-6-(tert-butyl)-2-chloro-3-(3-methoxypropoxy)-10-oxo-5,10-dihydro-6H-pyrido[1,2-H][1,7]Naphthyridine-9-carboxylic acid ethyl ester